COC1=CC=C(C=C1)C(C(CCC)C)=O 1-(4-methoxyphenyl)-2-methylpentane-1-one